N,N'-ethane-1,2-diylbis(12-hydroxyoctadecanamide) C(CNC(CCCCCCCCCCC(CCCCCC)O)=O)NC(CCCCCCCCCCC(CCCCCC)O)=O